N-(2-aminoethyl)-3-bromopyridinium chloride [Cl-].NCC[N+]1=CC(=CC=C1)Br